FC(=C(CC(O)C1=CC=CC=C1)C1=CC=CC=C1)N1N=CC2=CC=CC=C12 4-fluoro-4-(1H-indazol-1-yl)-1,3-diphenylbut-3-en-1-ol